2-[(4S)-4-tert-butyl-4,5-dihydro-2-oxazolyl]-5-trifluoromethylpyridine C(C)(C)(C)[C@@H]1N=C(OC1)C1=NC=C(C=C1)C(F)(F)F